(2R,4R)-1-(3-chloro-2-fluoro-benzyl)-4-((3-fluoro-4-(3-hydroxyoxetan-3-yl)-6-((5-meth-yl-1H-pyrazol-3-yl)amino)-pyridin-2-yl)methyl)-2-methyl-piperidine-4-carboxylic acid ClC=1C(=C(CN2[C@@H](C[C@@](CC2)(C(=O)O)CC2=NC(=CC(=C2F)C2(COC2)O)NC2=NNC(=C2)C)C)C=CC1)F